C(C=C)(=O)OCCCNCC (monoethylamino)propyl acrylate